tert-butyl 4-(2-methyl-6-oxo-5-(2-(trifluoromethyl)benzyl)-5,6-dihydropyrido[2,3-b]pyrazin-7-yl)-piperidine-1-carboxylate CC=1N=C2C(=NC1)N(C(C(=C2)C2CCN(CC2)C(=O)OC(C)(C)C)=O)CC2=C(C=CC=C2)C(F)(F)F